ClC1=CC(=NC(=C1O)Cl)C(=O)NC1=C2C(N(C(=NC2=C(C=C1)C)C([2H])([2H])[2H])CC1=C(C=CC=C1)OC(F)(F)F)=O 4,6-dichloro-5-hydroxy-N-(8-methyl-2-(methyl-d3)-4-oxo-3-(2-(trifluoromethoxy)benzyl)-3,4-dihydroquinazolin-5-yl)picolinamide